(3-(bromomethyl)-2-fluorophenyl)carbamic acid tert-butyl ester C(C)(C)(C)OC(NC1=C(C(=CC=C1)CBr)F)=O